5-[7-[[5-[3-(dimethylamino)azetidine-1-carbonyl]-2-pyridinyl]amino]-3-methyl-imidazo[4,5-b]pyridin-5-yl]oxy-4-methyl-pyridine-2-carbonitrile CN(C1CN(C1)C(=O)C=1C=CC(=NC1)NC1=C2C(=NC(=C1)OC=1C(=CC(=NC1)C#N)C)N(C=N2)C)C